COC=1N=C2C(=C3C(=NC2=CC1OC)CCCCC3)NC3CCN(CC3)C N-{2,3-dimethoxy-6H,7H,8H,9H,10H-cyclohepta[b]1,5-naphthyridin-11-yl}-1-methylpiperidin-4-amine